FC1=C(C=CC=C1F)[C@H](CC1=NC(=NC(=N1)N[C@@H](CO)CC(C)C)NS(=O)(=O)C)CC N-(4-((S)-2-(2,3-difluorophenyl)butyl)-6-(((R)-1-hydroxy-4-methylpent-2-yl)amino)-1,3,5-triazin-2-yl)methanesulfonamide